C[Si](CCOCN1C=NC(=C1)C(CC)N)(C)C (1-((2-(trimethylsilyl)ethoxy)methyl)-1H-imidazol-4-yl)propan-1-amine